N,4-bis(4-methylpyridin-2-yl)thiazol-2-amine CC1=CC(=NC=C1)NC=1SC=C(N1)C1=NC=CC(=C1)C